C(C)N1CC(CCC1)C=1N=NN(C1)CC1=CC=C(C=N1)C1=NN=CO1 5-(6-((4-(1-ethylpiperidin-3-yl)-1H-1,2,3-triazol-1-yl)methyl)pyridin-3-yl)-1,3,4-oxadiazole